C(C)(=O)NC=1C(=CN(C(C1)=O)C1(CC1)C(F)F)C(=O)OC methyl 4-acetamido-1-(1-(difluoromethyl)cyclopropyl)-6-oxo-1,6-dihydropyridine-3-carboxylate